ClC=1C(=NC(=C(C1)F)C1=C(C(=C(C=C1)C(F)(F)F)F)F)C(=O)OC Methyl 3-chloro-6-(2,3-difluoro-4-(trifluoromethyl) phenyl)-5-fluoropicolinate